ClCCCCl 1,3-dichloropropane